BrC=1C(=C(C=CC1)N1C(NC(CC1)=O)=O)OC 1-(3-bromo-2-methoxyphenyl)dihydropyrimidine-2,4(1H,3H)-dione